FC1=CC(=C(OC=2N=NC(=CC2C(=O)OC)I)C=C1)OC methyl 3-(4-fluoro-2-methoxy-phenoxy)-6-iodo-pyridazine-4-carboxylate